C(C)(C)(C)OC(=O)N1N=C(C2=CC(=C(C=C12)OCCOC)F)C#C tert-Butyl-3-ethynyl-5-fluoro-6-(2-methoxyethoxy)-1H-indazol-1-carboxylat